CS(=O)(=O)CCNC=1C2=C(N=C(N1)NC1=CC=C(C=3CCOC31)C(=O)N3CCOCC3)NC=C2C#N 4-((2-(methyl-sulfonyl)eth-yl)amino)-2-((4-(morpholine-4-carbonyl)-2,3-dihydrobenzo-furan-7-yl)amino)-7H-pyrrolo[2,3-d]pyrimidine-5-carbonitrile